CN1N=NC(=C1)C=1C=C(C=CC1)[C@@H](C)NC(CCCOC1=CC=C2CCC3(C2=C1)CCC(CC3)C(=O)O)=O 6'-[4-({(1R)-1-[3-(1-methyl-1H-1,2,3-triazol-4-yl)phenyl]ethyl}amino)-4-oxobutoxy]-2',3'-dihydrospiro[cyclohexane-1,1'-indene]-4-carboxylic acid